ethylenedioxythiophene sulfur selenium sulfur [S].[Se].[S].C1OC=2SC=CC2OC1